2-(4-cyclopropyl-6-methoxy-pyrimidin-5-yl)pyrimidin-4-ol C1(CC1)C1=NC=NC(=C1C1=NC=CC(=N1)O)OC